2,2-dimethylolpentanoic acid C(O)C(C(=O)O)(CCC)CO